C1(=CC=CC=C1)C=1N=C2N(C=C(C=C2C2=CC=C(C=C2)C=CC=O)C2=CC=CC=C2)C1 3-(4-(2,6-diphenylimidazo[1,2-a]pyridin-8-yl)phenyl)acrylaldehyde